2-Methyl-2-(nonadecan-9-yl)-1,3-dithiane CC1(SCCCS1)C(CCCCCCCC)CCCCCCCCCC